(1S,2S)-1-(2-cyanophenyl)-1-(3-fluoro-1-methyl-1H-pyrazol-4-yl)propan C(#N)C1=C(C=CC=C1)[C@H](CC)C=1C(=NN(C1)C)F